C(C)(C)(C)[Si](C)(C)OC1=CC(=C(C2=CC=CC=C12)F)OCOC tert-butyl((4-fluoro-3-(methoxymethoxy)naphthalen-1-yl)oxy)dimethylsilane